ClC=1C=C(C=CC1C#N)N1CC2(C[C@@H]1C)CCN(CC2)C=2C=NC(=NC2)C(=O)O (S)-5-(2-(3-chloro-4-cyanophenyl)-3-methyl-2,8-diazaspiro[4.5]decan-8-yl)pyrimidine-2-carboxylic acid